N-((S)-1-(2-((3R,5S)-3,5-Dimethylpiperazin-1-yl)pyrimidin-4-yl)ethyl)-5-(tetrahydro-2H-pyran-4-yl)-7H-pyrrolo[2,3-d]pyrimidin-4-amine C[C@@H]1CN(C[C@@H](N1)C)C1=NC=CC(=N1)[C@H](C)NC=1C2=C(N=CN1)NC=C2C2CCOCC2